tertiarybutoxysodium C(C)(C)(C)O[Na]